C(CCCCCCCCCCC(=O)O)(=O)O.NCCCCCN pentamethylenediamine dodecanedioic acid salt